2,6-di-tert-butyl-4-ethoxyphenol C(C)(C)(C)C1=C(C(=CC(=C1)OCC)C(C)(C)C)O